d-(-)-Mandelic acid C([C@H](O)C1=CC=CC=C1)(=O)O